(R)-3-((3-(Dimethylamino)propanoyl)oxy)propane-1,2-diyl di-decanoate C(CCCCCCCCC)(=O)OC[C@H](COC(CCN(C)C)=O)OC(CCCCCCCCC)=O